6,6-Dimethyl-3-pentyl-7,8,9,10-tetrahydrobenzo[c]chromen-1-ol CC1(OC=2C=C(C=C(C2C2=C1CCCC2)O)CCCCC)C